C1OC=2C=C(C=CC2O1)CC(C=O)C 3-(3,4-methylenedioxy-phenyl)-2-methylpropionaldehyde